(S)-((3-(3-fluoro-4-(1,4-thiazepan-4-yl)phenyl)-2-oxo-oxazolidin-5-yl)methyl)carbamic acid methyl ester COC(NC[C@H]1CN(C(O1)=O)C1=CC(=C(C=C1)N1CCSCCC1)F)=O